6-(1-(4-methoxybenzyl)-1H-pyrazol-4-yl)-2-(6-methylpyridin-2-yl)-7-oxo-4,5,6,7-tetrahydro-2H-pyrazolo[3,4-c]Pyridin-3-yl triflate O(S(=O)(=O)C(F)(F)F)C=1N(N=C2C(N(CCC21)C=2C=NN(C2)CC2=CC=C(C=C2)OC)=O)C2=NC(=CC=C2)C